C(CCC(C)C)(=O)OCC(C)(C)C neopentyl isohexanoate